5-(bromomethyl)-2-chloro-3-fluoropyridine BrCC=1C=C(C(=NC1)Cl)F